2-chloro-4-fluoro-3-iodophenyl-2-methyl-N-((2-(trimethylsilyl)ethoxy)methyl)propane-1-sulfonamide ClC1=C(C=CC(=C1I)F)C(C(C)C)S(=O)(=O)NCOCC[Si](C)(C)C